(S)- and (R)-4-(2-((2-(6-(1H-imidazol-1-yl)-1H-indol-3-yl)-2-oxo-1-phenylethyl)amino)ethyl)benzonitrile N1(C=NC=C1)C1=CC=C2C(=CNC2=C1)C([C@H](C1=CC=CC=C1)NCCC1=CC=C(C#N)C=C1)=O |r|